(S)-6-phenyl-2,3,5,6-tetrahydroimidazo[2,1-b][1,3]thiazole C1(=CC=CC=C1)[C@@H]1N=C2SCCN2C1